BrC=1C=NN(C1)C1C(CCC1)(O)C 2-(4-bromo-1H-pyrazol-1-yl)-1-methylcyclopentan-1-ol